(S)-1-(4-fluorophenyl)-1,2,3,4-tetrahydroisoquinoline-2-carboxamide FC1=CC=C(C=C1)[C@@H]1N(CCC2=CC=CC=C12)C(=O)N